CC1=C(C(=O)NC2(CC2)C2=C3C=CC=NC3=CC(=C2)NC(OCCCC)=O)C=C(C=C1)OC[C@H]1N(CC1)C 7-Butyl (s)-(5-(1-(2-methyl-5-((1-methylazetidin-2-yl)methoxy)benzamido) cyclopropyl)quinolin-7-yl)carbamate